platinum 1,3-diethenyl-1,1,3,3-tetramethyldisiloxane C(=C)[Si](O[Si](C)(C)C=C)(C)C.[Pt]